FC1=C(C(=C(C(=C1F)F)F)F)[B-](C1=C(C(=C(C(=C1F)F)F)F)F)(C1=C(C(=C(C(=C1F)F)F)F)F)C1=C(C(=C(C(=C1F)F)F)F)F.C[NH+](CCCCCCCCCCCCCCCCCC)CCCCCCCCCCCCCCCCCC N-methyl-N,N-dioctadecylammonium [tetrakis(perfluorophenyl)borate]